CC(C=O)=CC=CC=C(C=O)C 2,7-Dimethyl-2,4,6-octatriene-1,8-dialdehyde